1,2-bis(4-bromophenyl)ethyne (R)-3-(4-(2-(4-((S)-2-acetoxy-3-chloropropoxy)-3-methylphenyl)propan-2-yl)-2-methylphenoxy)propane-1,2-diyl-diacetate C(C)(=O)O[C@@H](COC1=C(C=C(C=C1)C(C)(C)C1=CC(=C(OC[C@H](CCC(=O)O)CC(=O)O)C=C1)C)C)CCl.BrC1=CC=C(C=C1)C#CC1=CC=C(C=C1)Br